(S)-5-(3-(3-aminoprop-1-yn-1-yl)phenyl)-N-(1-(2-(4-(4-chlorophenyl)-2,3,9-trimethyl-6H-thieno[3,2-f][1,2,4]triazolo[4,3-a][1,4]diazepin-6-yl)acetyl)piperidin-4-yl)furan-2-carboxamide NCC#CC=1C=C(C=CC1)C1=CC=C(O1)C(=O)NC1CCN(CC1)C(C[C@H]1C=2N(C3=C(C(=N1)C1=CC=C(C=C1)Cl)C(=C(S3)C)C)C(=NN2)C)=O